6-(4-(2,4-difluorophenoxy)piperidin-1-yl)-N,N-dimethyl-5-nitronicotinamide FC1=C(OC2CCN(CC2)C2=NC=C(C(=O)N(C)C)C=C2[N+](=O)[O-])C=CC(=C1)F